ClC=1N=C(C2=C(N1)SC(=C2)C(=O)OCC(C)C)Cl isobutyl 2,4-dichlorothieno[2,3-d]pyrimidine-6-carboxylate